3-[[4-[(E)-3-(4-Morpholin-4-ylphenyl)prop-2-enoyl]phenyl]sulfonylamino]propanoic acid N1(CCOCC1)C1=CC=C(C=C1)/C=C/C(=O)C1=CC=C(C=C1)S(=O)(=O)NCCC(=O)O